4-FORMYL-3-METHOXYBENZONITRIL C(=O)C1=C(C=C(C#N)C=C1)OC